NC=1C=CC(=C(C(=O)N(C=2C(=C(C(=CC2)F)N(C(OC(C)(C)C)=O)C(=O)OC(C)(C)C)F)C)C1)Cl tert-Butyl N-[3-[(5-amino-2-chloro-benzoyl)-methyl-amino]-2,6-difluoro-phenyl]-N-tert-butoxycarbonyl-carbamate